6-[6-(4,4-difluoropiperidine-1-carbonyl)-1-naphthyl]-2H-phthalazin-1-one FC1(CCN(CC1)C(=O)C=1C=C2C=CC=C(C2=CC1)C=1C=C2C=NNC(C2=CC1)=O)F